1-[4-(phenylthio)phenyl]-3-cyclopentyl-propane-1,2-dione-2-(O-benzoyloxime) C(C1=CC=CC=C1)(=O)ON=C(C(=O)C1=CC=C(C=C1)SC1=CC=CC=C1)CC1CCCC1